CC=1C=C(C=C(C1)C)CCCCCCC[Si](OC)(OC)OC 7-(3,5-dimethylphenyl)heptyl-trimethoxysilane